4-(3,5-difluorophenyl)piperazin FC=1C=C(C=C(C1)F)N1CCNCC1